C(C)(C)(C)C1=C(C(=C(C(=C1)C)CN1C(N(C(N(C1=O)CC1=C(C(=C(C=C1C)C(C)(C)C)O)C)=O)CC1=C(C(=C(C=C1C)C(C)(C)C)O)C)=O)C)O 1,3,5-tris[(4-tert-butyl-3-hydroxy-2,6-xylyl)methyl]-1,3,5-triazine-2,4,6-trione